FC(CC1=CC=C(C=C1)[C@H](C)N[S@](=O)C(C)(C)C)(F)F (R)-N-((S)-1-(p-trifluoroethyl-phenyl)-ethyl)-2-methylpropane-2-sulfinamide